C(#N)C(C(=O)[O-])=C(C1=CC=CC=C1)C1=CC=CC=C1 α-cyano-β,β-di-phenylacrylate